CN(C1=CC=C(OC=2N=C(C3=C(N2)C=NC=C3)O)C=C1)C1=CC(=NC=C1)N1CCOCC1 2-[4-[methyl-(2-morpholin-4-ylpyridin-4-yl)amino]phenoxy]pyrido[3,4-d]pyrimidin-4-ol